1,4,7,10-tetra(carboxymethyl)-1,4,7,10-tetraazacyclotetradecane C(=O)(O)CN1CCN(CCN(CCN(CCCC1)CC(=O)O)CC(=O)O)CC(=O)O